Ethyl (E)-3-(6-(3-amino-3-oxoprop-1-ene-1-yl)quinolin-2-yl)propanoate NC(/C=C/C=1C=C2C=CC(=NC2=CC1)CCC(=O)OCC)=O